1,8b-dihydroxy-6,8-dimethoxy-3-phenyl-2,3-dihydro-1H-cyclopenta[b]benzofuran-2-carboxylic acid OC1C(C(C2OC3=C(C21O)C(=CC(=C3)OC)OC)C3=CC=CC=C3)C(=O)O